COC=1C=CC=2N(C3=CC=C(C=C3C2C1)OC)CCOC(O)=O [2-(3,6-dimethoxy-9H-carbazol-9-yl)ethyl]carbonic acid